C(C1CO1)OCCC[Si](OC)(OC)C 3-glycidyloxypropylmethyldimethoxysilane